C(C)(C)(C)C1C=2C=C(C(NC2C2=C(C1)N1C(=N2)C(=CC=C1)OC(F)F)=O)C(=O)OC Methyl 5-(tert-butyl)-11-(difluoromethoxy)-2-oxo-1,2,5,6-tetrahydropyrido[2',1':2,3]imidazo[4,5-h]quinoline-3-carboxylate